CN1N=CC=2C1=NC(=CC2CN2C[C@H](CCC2)C)C(=O)NC2=CC(=CC=C2)C2(CC(C2)C)C2=NN=CN2C 1-methyl-N-(3-((1s,3R)-3-methyl-1-(4-methyl-4H-1,2,4-triazol-3-yl)cyclobutyl)phenyl)-4-(((S)-3-methylpiperidin-1-yl)methyl)-1H-pyrazolo[3,4-b]pyridine-6-carboxamide